C(C1=CC=CC=C1)OC=1C(=C(C(=O)O)C(=C(C1OCC1=CC=CC=C1)OCC1=CC=CC=C1)F)F 3,4,5-tris(benzyloxy)-2,6-difluorobenzoic acid